1,1,1,3,3,4,4,5,5,6,6,7,7,8,8,8-hexadecafluoro-2-methoxyoctane FC(C(C(C(C(C(C(C(F)(F)F)(F)F)(F)F)(F)F)(F)F)(F)F)OC)(F)F